BrC1=CC2=C([C@@H](CO2)NC(OC)=O)C=C1 methyl N-[(3S)-6-bromo-2,3-dihydrobenzofuran-3-yl]carbamate